6-(hydroxymethyl)-N-methyl-N-cyclohexylpyridinemethacrylamide OCC1=CC=CC(=N1)CC(C(=O)N(C1CCCCC1)C)=C